BrCC(=O)C1=C(C=CC=C1)C(F)(F)F 2-bromo-1-[2-(trifluoromethyl)phenyl]ethan-1-one